2,5-dimethylpyrazolo[1,5-a]pyrimidin CC1=NN2C(N=C(C=C2)C)=C1